ClC=1C=C(C=C(C1OC1=NC=C(C=C1Cl)C(F)(F)F)Cl)N 3,5-dichloro-4-(3-chloro-5-trifluoromethyl-2-pyridyloxy)phenylamine